COC1=CC(=CC2=C1N=C(O2)C)N 4-methoxy-2-methylbenzo[d]oxazol-6-amine